ClC1=NC=C(C(=C1)N[C@H](CCO)C)C1=NC=C(N=C1)OC1COC1 (S)-3-((2-Chloro-5-(5-(oxetan-3-yloxy)pyrazin-2-yl)pyridin-4-yl)amino)butan-1-ol